(E)-4-((6-(4-hexylphenyl)pyridin-3-yl)methylene)-7-methoxy-2-methyl-1,2,3,4-tetrahydroacridine-9-carboxylic acid C(CCCCC)C1=CC=C(C=C1)C1=CC=C(C=N1)\C=C\1/CC(CC2=C(C3=CC(=CC=C3N=C12)OC)C(=O)O)C